2-[1-[(2,3-difluorophenyl)methyl]-5-oxopyrrolidin-2-yl]-N-methylacetamide FC1=C(C=CC=C1F)CN1C(CCC1=O)CC(=O)NC